C(C)C1=NC(=CC(=C1NC(=O)[C@H]1[C@@H](C1)C1=CC=CC=C1)NC)NCC1=CC=C(C=C1)F trans-2-Phenyl-cyclopropanecarboxylic acid [2-Ethylmethylamino-6-(4-fluoro-benzylamino)-pyridin-3-yl]-amide